4-[[6-[2-hydroxy-6-methyl-4-(trifluoromethyl)phenyl]pyrazolo[3,4-b]pyridin-2-yl]methyl]-1-methyl-imidazolidin-2-one OC1=C(C(=CC(=C1)C(F)(F)F)C)C=1C=CC=2C(N1)=NN(C2)CC2NC(N(C2)C)=O